The molecule is a polyprenyl glycosyl phosphate consisting of a N-acetyl-D-fucosaminyl residue attached to undecaprenyl diphosphate via a glycosyl diphosphate linkage. It is a conjugate acid of a N-acetyl-D-fucosaminyl undecaprenyl diphosphate(2-). C[C@@H]1[C@@H]([C@@H]([C@H](C(O1)OP(=O)(O)OP(=O)(O)OC/C=C(/C)\\CC/C=C(/C)\\CC/C=C(/C)\\CC/C=C(/C)\\CC/C=C(/C)\\CC/C=C(/C)\\CC/C=C(/C)\\CC/C=C(/C)\\CC/C=C(\\C)/CC/C=C(\\C)/CCC=C(C)C)NC(=O)C)O)O